4-(3,3,3-trifluoropropyl)-1H-imidazole FC(CCC=1N=CNC1)(F)F